COC(CC1C(C2=CC=CC=C2C1)=O)=O 2-(1-oxo-2,3-dihydro-1H-inden-2-yl)acetic acid methyl ester